C(C)C(C1COC1)OC(C1(COC1)CC)CC 3-{ethyl-[ethyl(3-ethyloxetan-3-yl)methoxy]methyl}oxetane